(3S,4R)-3,7-Difluorobenzopyran-4-ol FC=1COC2=C(C1O)C=CC(=C2)F